C(C(C)S(=O)(=O)[O-])S(=O)(=O)[O-].[Na+].[Na+] sodium 1,2-propanedisulfonate